ClC1=C(C(N(C(N1)=O)CC)=O)[N+](=O)[O-] 6-chloro-3-ethyl-5-nitropyrimidine-2,4(1H,3H)-dione